N-[1-(4-bromophenyl)-2-hydroxyethyl]-3,5-dichloroisonicotinamide BrC1=CC=C(C=C1)C(CO)NC(C1=C(C=NC=C1Cl)Cl)=O